2-(2,6-Diisopropylphenyl)-5-morpholinoimidazo[1,5-a]pyridin-2-ium chloride [Cl-].C(C)(C)C1=C(C(=CC=C1)C(C)C)[N+]1=CN2C(C=CC=C2N2CCOCC2)=C1